C(C)(C)(C)OC(N[C@H](C(=O)NC1=C(C(=C(C=C1)F)Br)C(NC1=CC=CC=C1)=O)C)=O (S)-(1-((3-bromo-4-fluoro-2-(phenylcarbamoyl)phenyl)amino)-1-oxopropan-2-yl)carbamic acid tert-butyl ester